pyrimido-pyrimidone N1C(N=CC2=C1C=NC=N2)=O